4-(1-(4-bromophenyl)-2-cyclopentylethyl)pyridine disodium hydrogen phosphate potassium dihydrogen phosphate P(=O)(O)(O)[O-].[K+].P(=O)(O)([O-])[O-].[Na+].[Na+].BrC1=CC=C(C=C1)C(CC1CCCC1)C1=CC=NC=C1